BrC1=CC=C(O[C@H]2CCN(CCC2)C(=O)OC(C)(C)C)C=C1 |r| (rac)-tert-butyl 4-(4-bromophenoxy)azepane-1-carboxylate